BrC=1C=NN(C1)C(C(=O)OC)C methyl 2-(4-bromo-1H-pyrazol-1-yl)propanoate